5-[4-(1-fluorocyclohexyl)phenyl]-3-[3-(fluoromethyl)azetidine-1-carbonyl]-2-(3-methylpyrazin-2-yl)-4H-pyrazolo[1,5-a]pyrimidin-7-one FC1(CCCCC1)C1=CC=C(C=C1)C=1NC=2N(C(C1)=O)N=C(C2C(=O)N2CC(C2)CF)C2=NC=CN=C2C